(3'-ACETYL-BIPHENYL-4-YL)-ACETIC ACID C(C)(=O)C=1C=C(C=CC1)C1=CC=C(C=C1)CC(=O)O